zinc(II) sulphate S(=O)(=O)([O-])[O-].[Zn+2]